BrC1=C(C=C(C=C1)S(=O)(=O)NC1CCC(CC1)O)Cl 4-bromo-3-chloro-N-((1s,4s)-4-hydroxycyclohexyl)benzenesulfonamide